FC(C(C=CC(C(F)(F)F)(F)F)(F)F)(F)F 1,1,1,2,2,5,5,6,6,6-DECAFLUORO-3-HEXENE